N-(4-aminobutyl)-4-(((3R,4R)-1-(2-cyanoacetyl)-4-methylpiperidin-3-yl)(methyl)amino)-7H-pyrrolo[2,3-d]pyrimidine-7-carboxamide NCCCCNC(=O)N1C=CC2=C1N=CN=C2N(C)[C@H]2CN(CC[C@H]2C)C(CC#N)=O